FC1=C(C=CC=C1)C1=NN2C(O[C@@H](CC2)C)=C1C(=O)N[C@@H]1C(NC2=C(C(=N1)C1=CC=CC=C1)C=CC=C2)=O (5R)-2-(2-fluorophenyl)-5-methyl-N-[(3S)-2-oxo-5-phenyl-1,3-dihydro-1,4-benzodiazepine-3-yl]-6,7-dihydro-5H-pyrazolo[5,1-b][1,3]Oxazine-3-carboxamide